C(C)(C)(C)OC(NN1C(C2=CC=CC=C2C12C1=CC=C(C=C1OC=1C=C(C=CC21)N)N)=O)=O (3',6'-diamino-3-oxospiro[isoindoline-1,9'-xanthen]-2-yl)carbamic acid tert-butyl ester